FC=1C=C(C=C(C1F)F)[B-](C1=CC(=C(C(=C1)F)F)F)(C1=CC(=C(C(=C1)F)F)F)C1=CC(=C(C(=C1)F)F)F.C1=CC=CC=C1 benzene tetrakis(3,4,5-trifluorophenyl)borate